(R)-6-Chloro-1'-(1-(3-chloro-4-fluorobenzyl)-1H-pyrazole-4-carbonyl)-5-fluorospiro[benzo[d][1,3]oxazine-4,3'-piperidin]-2(1H)-one ClC1=C(C2=C(NC(O[C@@]23CN(CCC3)C(=O)C=3C=NN(C3)CC3=CC(=C(C=C3)F)Cl)=O)C=C1)F